2-[2-(prop-2-yl)phenyl]pyrimidine-5-carbonitrile CC(C)C1=C(C=CC=C1)C1=NC=C(C=N1)C#N